manganese naphthalate C1(=CC=CC2=CC=CC=C12)C(=O)[O-].[Mn+2].C1(=CC=CC2=CC=CC=C12)C(=O)[O-]